NC1=C(N=C2N1C=CC=C2C2=CN=CN2C)C(=O)NCCC 3-Amino-8-(1-methyl-1H-imidazol-5-yl)-N-propylimidazo[1,2-a]pyridine-2-carboxamide